3-(4-Butoxyphenyl)-2-hydroxypropionic acid methyl ester COC(C(CC1=CC=C(C=C1)OCCCC)O)=O